7-(4-fluorobenzyl)-1-(3-hydroxypropyl)-3-methyl-8-(p-tolyloxy)-1H-purine-2,6(3H,7H)-dione FC1=CC=C(CN2C(=NC=3N(C(N(C(C23)=O)CCCO)=O)C)OC2=CC=C(C=C2)C)C=C1